diisopropylammonium bromide salt [Br-].C(C)(C)[NH2+]C(C)C